(S,E)-3-(4-chlorophenyl)-N'-((4-chlorophenyl)sulfonyl)-N-((S)-3-methoxy-2-(sulfamoylamino)propyl)-4-phenyl-4,5-dihydro-1H-pyrazole-1-carboximidamide ClC1=CC=C(C=C1)C1=NN(C[C@@H]1C1=CC=CC=C1)/C(/NC[C@@H](COC)NS(N)(=O)=O)=N/S(=O)(=O)C1=CC=C(C=C1)Cl